ClC1=CC=C(C=C1)C=1N=CN(C1C1=C(C=NC=C1)Cl)CC(=O)N[C@@H]1CN(CC1)C 2-[4-(4-chlorophenyl)-5-(3-chloropyridin-4-yl)-1H-imidazol-1-yl]-N-[(3S)-1-methylpyrrolidin-3-yl]acetamide